CS(=O)(=NC1=NC(=CC(=C1)N1[C@@H](COCC1)C)C1=C2C(=NC=C1)N(C=C2)S(=O)(=O)C2=CC=C(C)C=C2)C (R)-Dimethyl((4-(3-methylmorpholino)-6-(1-tosyl-1H-pyrrolo[2,3-b]pyridin-4-yl)pyridin-2-yl)imino)-λ6-sulfanone